F[C@@H]1C[C@H](N(C1)C(CNC(=O)N1CC(C1)C(F)(F)F)=O)C(=O)N[C@H](C1=NC=C(C=C1)C(C)C)C1=CC=CC=C1 (2S,4R)-4-fluoro-N-[(S)-phenyl[5-(propan-2-yl)pyridin-2-yl]methyl]-1-(2-{[3-(trifluoromethyl)azetidine-1-carbonyl]amino}acetyl)pyrrolidine-2-carboxamide